2-[2-(2-Bromoethoxy)ethoxy]propoxymethylbenzene BrCCOCCOC(COCC1=CC=CC=C1)C